2-(3-(2-(2-Aminoethoxy)ethoxy)propanamido)-N-(5-methoxypyridin-2-yl)benzamide NCCOCCOCCC(=O)NC1=C(C(=O)NC2=NC=C(C=C2)OC)C=CC=C1